C1(=CC=CC=C1)C(O)(C1NCCC1)C1=CC=CC=C1 α,α-diphenyl-2-pyrrolidinemethanol